N-(2-Oxazol-2-yl-phenyl)-3-trifluoromethyl-benzenesulfonamide O1C(=NC=C1)C1=C(C=CC=C1)NS(=O)(=O)C1=CC(=CC=C1)C(F)(F)F